ethyl-trimethyl-ammonium methyl-sulfate COS(=O)(=O)[O-].C(C)[N+](C)(C)C